C(C)(C)(C)OC(=O)N1CC(CC1)(C(=O)O)C1=NC(=CC(=C1)C(F)(F)F)Cl 3-[6-chloro-4-(trifluoromethyl)-2-pyridinyl]Pyrrolidine-1,3-dicarboxylic acid O1-tert-butyl ester